C(#N)C=1N=C(N2C1C(=CC(=C2)S(=O)(=O)NC2(CC2)C)N2C[C@H](N(CC2)C(C(C)C)=O)C)C=2SC(=NN2)C(F)F (R)-1-cyano-3-(5-(difluoromethyl)-1,3,4-thiadiazol-2-yl)-8-(4-isobutyryl-3-methylpiperazin-1-yl)-N-(1-methylcyclopropyl)imidazo[1,5-a]pyridine-6-sulfonamide